S1C=NC2=C1C=C(C=C2)\C=C\2/N=C(NC2=O)N[C@H]2CN(CCC2)C |r| (±)-(4Z)-4-(1,3-benzothiazol-6-ylmethylene)-2-[(1-methyl-3-piperidinyl)amino]-1H-imidazol-5-one